ClC=1C=CC=C2C(CC(OC12)(C)C)NC(=O)[C@H]1[C@@H](C1)[C@@H](CCOC)N1C(NC(CC1=O)(C)C)=[NH2+] [1-[(1R)-1-[(1R,2R)-2-[(8-chloro-2,2-dimethyl-chroman-4-yl)carbamoyl]cyclopropyl]-3-methoxypropyl]-4,4-dimethyl-6-oxo-hexahydropyrimidin-2-ylidene]ammonium